(2-(benzyloxy)-4,6-dihydroxyphenyl)(4-(methylamino)isoindolin-2-yl)methanone C(C1=CC=CC=C1)OC1=C(C(=CC(=C1)O)O)C(=O)N1CC2=CC=CC(=C2C1)NC